C(C(C)C)C=1OCCCN1 isobutyl-5,6-dihydro-4H-1,3-oxazine